11-fluoro-13-methyl-4-oxo-4,5,6,7,13,14-hexahydro-1,15-ethenopyrazolo[4,3-f][1,4,8,10]benzoxatriazacyclotridecine-7-carboxamide FC=1C=CC2=C(C(NC3=NC4=C(C(NCC(O2)C(=O)N)=O)C=NN4C=C3)C)C1